BrC1CCC2=C1N(C(NC2=O)=O)COCC[Si](C)(C)C 7-bromo-1-{[2-(trimethylsilyl)ethoxy]methyl}-3H,5H,6H,7H-cyclopenta[d]pyrimidine-2,4-dione